tert-butyl (2-oxodecyl)carbamate O=C(CNC(OC(C)(C)C)=O)CCCCCCCC